NC1=NC2=CC(=CC=C2C(=C1)OCCCCO)C1=CC=NN1 4-((2-amino-7-(1H-pyrazol-5-yl)quinolin-4-yl)oxy)butan-1-ol